triphenylsulfonium adamantylcarboxyl-1,1,2-trifluorobutanesulfonate C12(CC3CC(CC(C1)C3)C2)C(C(C(S(=O)(=O)[O-])(F)F)(F)C(=O)O)C.C2(=CC=CC=C2)[S+](C2=CC=CC=C2)C2=CC=CC=C2